ONC(C1=CC=C(C=C1)COC1=C(OC2=C(C1=O)C=CC=C2)C2=NC=CC=C2)=O N-hydroxy-4-(((4-oxo-2-(pyridin-2-yl)-4H-benzopyran-3-yl)oxy)methyl)benzamide